C(C)(C)(C)OC(=O)N1CCC2(C(=CCO2)OC)CC1 4-methoxy-1-oxa-8-azaspiro[4.5]dec-3-ene-8-carboxylic acid tert-butyl ester